FC(C=1C=CC(=NC1)CC1CCN(CC1)C(=O)N1C[C@@H]2[C@@H](OCC(N2)=O)CC1)(F)F |r| rac-(4aR,8aS)-6-[4-[[5-(trifluoromethyl)-2-pyridinyl]methyl]piperidine-1-carbonyl]-4,4a,5,7,8,8a-hexahydropyrido[4,3-b][1,4]oxazin-3-one